2-((9,9-dimethyl-1-oxaspiro[5.5]undecan-2-yl)oxy)ethan-1-ol CC1(CCC2(CCCC(O2)OCCO)CC1)C